tert-butyl 6-amino-2-azabicyclo[2.2.2]octane-2-carboxylate NC1CC2CN(C1CC2)C(=O)OC(C)(C)C